5-fluoro-3-(trifluoromethyl)dihydroindole-3-ol FC=1C=C2C(CNC2=CC1)(O)C(F)(F)F